5-chloro-N-[(1S)-3-(2-hydroxyethylamino)-1-[[(3S,5R)-5-methyl-2-oxo-pyrrolidin-3-yl]methyl]-2,3-dioxo-propyl]-2-(4,4,4-trifluorobutanoylamino)benzamide ClC=1C=CC(=C(C(=O)N[C@H](C(C(=O)NCCO)=O)C[C@H]2C(N[C@@H](C2)C)=O)C1)NC(CCC(F)(F)F)=O